3-(tert-butyl)-5-(3-chlorophenoxy)-N-hydroxy-1-methyl-1H-pyrazole-4-carboxamide C(C)(C)(C)C1=NN(C(=C1C(=O)NO)OC1=CC(=CC=C1)Cl)C